ClC1=CC=C(C=C1)C1=NC(=NC(=C1)N1CCN(CC1)CC)C=1C=NC=CC1 (4-chlorophenyl)-6-(4-ethylpiperazin-1-yl)-2-(pyridin-3-yl)pyrimidine